3,5-diaminobenzoic acid cholestanyl ester C(C(C)CCC[C@@H](C)[C@H]1CC[C@H]2[C@@H]3CCC4CCCC[C@]4(C)[C@H]3CC[C@]12C)OC(C1=CC(=CC(=C1)N)N)=O